FC1=CC=C(C=C1)CCNS(=O)(=O)C1=C(C=CC(=C1)[N+](=O)[O-])C N-[2-(4-fluorophenyl)ethyl]-2-methyl-5-nitro-benzenesulfonamide